ethyl 3-{3-[(6-hydroxy-2,2-dioxo-2H-1,2λ6,3-benzoxathiazin-3(4H)-yl)methyl]-4-methylphenyl}-3-(1-{2-[(2-hydroxyethyl)sulfanyl]ethyl}-4-methyl-1H-benzotriazol-5-yl)propanoate OC=1C=CC2=C(CN(S(O2)(=O)=O)CC=2C=C(C=CC2C)C(CC(=O)OCC)C2=C(C3=C(N(N=N3)CCSCCO)C=C2)C)C1